Ethyl β-D-glucuronate O[C@H]1[C@H](O)[C@@H](O)[C@H](O)[C@H](O1)C(=O)OCC